OC1=C2C(C=C(OC2=CC=C1O)C1=CC=CC=C1)=O 5,6-dihydroxyflavone